P(=S)(SCC(CCCC)CC)(OCC(CCCC)CC)[O-].[Mo+4].C(C)C(CSP(=S)(OCC(CCCC)CC)[O-])CCCC.C(C)C(CSP(=S)(OCC(CCCC)CC)[O-])CCCC.C(C)C(CSP(=S)(OCC(CCCC)CC)[O-])CCCC Molybdenum di(2-ethylhexyl) dithiophosphate